FC(C1=NC(=CC(=N1)NC1=NC=C(C(=C1)O[C@H](CF)C)C=1C=NN(C1)C)N)F (S)-2-(difluoromethyl)-N4-(4-((1-fluoropropane-2-yl)oxy)-5-(1-methyl-1H-pyrazol-4-yl)pyridin-2-yl)pyrimidine-4,6-diamine